F[C@H]1CN(CC[C@H]1O)C(=O)OC(C)(C)C tert-butyl (3S,4R)-3-fluoro-4-hydroxy-piperidine-1-carboxylate